NC=1C(=C(C(=CC1)F)C=1N=CC=2N(C1F)C=NC2C(=O)OC)F methyl 6-(3-amino-2,6-difluorophenyl)-5-fluoroimidazo[1,5-a]pyrazine-1-carboxylate